The molecule is a pyranobenzodioxin and antibiotic that is active against gram-negative bacteria and used (as its dihydrochloride pentahydrate) to treat gonorrhea. It is produced by the bacterium Streptomyces spectabilis. It has a role as an antimicrobial agent, a bacterial metabolite and an antibacterial drug. It is a cyclic hemiketal, a cyclic acetal, a cyclic ketone, a secondary amino compound, a pyranobenzodioxin and a secondary alcohol. It is a conjugate base of a spectinomycin(2+) and a spectinomycin(1+). C[C@@H]1CC(=O)[C@]2([C@@H](O1)O[C@@H]3[C@H]([C@@H]([C@@H]([C@@H]([C@H]3O2)NC)O)NC)O)O